CC1(NC(C(N1)=O)(C)C)C 2,2,5,5-tetramethylimidazolidin-4-one